N-[(3-cyclopropylphenyl)methyl]-1-{4-[4-({[6-(2-hydroxypropan-2-yl)pyridin-3-yl]methyl}carbamoyl)-1H-1,2,3-triazol-1-yl]butyl}-1H-1,2,3-triazole-4-carboxamide C1(CC1)C=1C=C(C=CC1)CNC(=O)C=1N=NN(C1)CCCCN1N=NC(=C1)C(NCC=1C=NC(=CC1)C(C)(C)O)=O